CC1(C(C(C1)(C)C)(O)O)C 2,2,4,4-tetramethyl-cyclobutanediol